CC1=NC=C(C(=N1)C)OCC1(C(C1)C1=CC(=CC=C1)F)C(=O)NC1=NC=C(C=C1)F [((2,4-Dimethylpyrimidin-5-yl)oxy)methyl]-2-(3-fluorophenyl)-N-(5-fluoropyridin-2-yl)cyclopropane-1-carboxamide